(5RS,7RS)-2-[(6-Chloropyridin-3-yl)methyl]-3-oxo-7-(trifluoromethyl)-2,3,5,6,7,8-hexahydro[1,2,4]triazolo[4,3-a]pyridin ClC1=CC=C(C=N1)CN1N=C2N(CC[C@H](C2)C(F)(F)F)C1=O |r|